FC(C(=O)O)(F)F.O=S1(CC2(C1)CC(C2)NC2=NC=CC(=N2)C2=C(N=C(S2)C(C)(C)O)C=2C(=C(C=CC2)NS(=O)(=O)C2=C(C=CC=C2F)F)F)=O N-(3-(5-(2-((2,2-dioxido-2-thiaspiro[3.3]heptan-6-yl)amino)pyrimidin-4-yl)-2-(2-hydroxypropan-2-yl)thiazol-4-yl)-2-fluorophenyl)-2,6-difluorobenzenesulfonamide 2,2,2-trifluoroacetate